2-methyl 1-((S)-5-oxopyrrolidin-3-yl) (S)-4-(3-(2-cyclopropoxypyridin-3-yl)pyrazolo[1,5-a]pyrimidin-5-yl)piperazine-1,2-dicarboxylate C1(CC1)OC1=NC=CC=C1C=1C=NN2C1N=C(C=C2)N2C[C@H](N(CC2)C(=O)O[C@@H]2CNC(C2)=O)C(=O)OC